(S)-3-(8-(2-chloro-4-cyanophenyl)quinolin-5-yl)-2-(2,6-difluoro-4-((phenylsulfonyl)methyl)benzamido)propanoic acid ClC1=C(C=CC(=C1)C#N)C=1C=CC(=C2C=CC=NC12)C[C@@H](C(=O)O)NC(C1=C(C=C(C=C1F)CS(=O)(=O)C1=CC=CC=C1)F)=O